ethyl-Trimethylolpropane C(C)C(C(CO)(CO)CO)C